4-[2-(N-(2-fluorophenyl)anilino)-2-oxo-ethyl]-1-[(4-fluorophenyl)-methyl-carbamoyl]piperidine-4-carboxylic acid FC1=C(C=CC=C1)N(C1=CC=CC=C1)C(CC1(CCN(CC1)C(N(C)C1=CC=C(C=C1)F)=O)C(=O)O)=O